C=CCCCCCCCCCCCCCCCCCCCCC Tricosaene